8,9-dichloro-7-(2,6-difluorophenyl)-5H-pyrimido[1,2-a][1,4]benzodiazepin-3-one ClC1=C(C=CC2=C1C(=NCC=1N2C=CC(N1)=O)C1=C(C=CC=C1F)F)Cl